BrC=1C=C(C=CC1)NC1=NC=NC2=CC=C(C=C12)NC(C#CCOCCOC)=O 4-(2-Methoxy-ethoxy)-but-2-ynoic acid [4-(3-bromo-phenylamino)-quinazolin-6-yl]-amide